NC1=CC=C(C(=N1)C1=C(C=C2C(=NC=NC2=C1F)N1CCN(CC1)C(C=C)=O)Cl)C(F)(F)F 1-(4-(7-(6-amino-3-(trifluoromethyl)pyridin-2-yl)-6-chloro-8-fluoroquinazolin-4-yl)piperazin-1-yl)prop-2-en-1-one